O[C@H]1C2CCC(C1)N2CC(=O)C2=C(N(C(=C2)C(C)CCS(=O)(=O)C)C2=CC=C(C#N)C=C2)C (±)-4-(3-(2-((2R)-2-Hydroxy-7-azabicyclo[2.2.1]heptan-7-yl)acetyl)-2-methyl-5-(4-(methylsulfonyl)butan-2-yl)-1H-pyrrol-1-yl)benzonitrile